FC=1C(=C(NC(C)C=2C=C(C=C3C(N(C(=NC23)N2CCOCC2)C)=O)C)C=CC1)S(=O)(=O)C 8-[1-(3-fluoro-2-methylsulfonyl-anilino)ethyl]-3,6-dimethyl-2-morpholino-quinazolin-4-one